NC1=C(C(=NN1C(CF)CF)C1=C2C=NNC2=C(C=C1)CNC(C1=C(C=CC(=C1)F)OC)=O)C(=O)N 5-amino-1-(1,3-difluoropropan-2-yl)-3-(7-((5-fluoro-2-methoxybenzamido)methyl)-1H-indazol-4-yl)-1H-pyrazole-4-carboxamide